C(C)(C)[C@@H]1N(C(CC1)=O)C(=O)OC(C)(C)C 1-tert-butyl (R)-2-isopropyl-5-oxopyrrolidine-1-carboxylate